4,4'-dipyridyl sulfide C1=CN=CC=C1SC2=CC=NC=C2